Ethyl 4-Styrenesulfonate C=CC1=CC=C(C=C1)S(=O)(=O)OCC